3-(cyclopropylmethoxy)-4-(3,3-difluoroazetidin-1-yl)-N-[(2S)-1-hydroxy-4-methylpentan-2-yl]benzamide C1(CC1)COC=1C=C(C(=O)N[C@H](CO)CC(C)C)C=CC1N1CC(C1)(F)F